N,N-dimethyl-3,3-diphenylacrylamide CN(C(C=C(C1=CC=CC=C1)C1=CC=CC=C1)=O)C